N,N'-bis(2-hydroxy-5-sulfonylbenzyl)-N,N'-bis-(2-methylpyridinyl) ethylenediamine 1-(tert-butyl) 2-methyl (2S,4S)-2-(2-(chloromethyl)allyl)-4-hydroxypyrrolidine-1,2-dicarboxylate ClCC(C[C@@]1(N(C[C@H](C1)O)C(=O)OC(C)(C)C)C(=O)OC)=C.OC=1C(CN(CCN(C=2C(=NC=CC2)C)CC=2C(=CCC(C2)=S(=O)=O)O)C=2C(=NC=CC2)C)=CC(CC1)=S(=O)=O